6-methoxy-7-(1-methylpiperidin-4-ylmethoxy)quinazoline COC=1C=C2C=NC=NC2=CC1OCC1CCN(CC1)C